N-((1S)-1-(4-((1,1-dimethyl-2,3-dihydro-1H-inden-2-yl)amino)phenyl)-2,2,2-trifluoroethyl)-N,1-dimethylazetidine-3-carboxamide CC1(C(CC2=CC=CC=C12)NC1=CC=C(C=C1)[C@@H](C(F)(F)F)N(C(=O)C1CN(C1)C)C)C